(S)-5-((1-hydroxypropan-2-yl)amino)-2-(4-methoxybenzyl)pyridazin-3(2H)-one OC[C@H](C)NC1=CC(N(N=C1)CC1=CC=C(C=C1)OC)=O